3,4-dimethyl-8-(piperidin-1-yl)pyrimido[4',5':4,5]thieno[2,3-c]pyridazine CC1=C(C2=C(N=N1)SC1=C2N=CN=C1N1CCCCC1)C